NC1CCC(CC1)NC1=NC=C(C=N1)CCC1=C(C=C(C=C1)NS(=O)(=O)C1=C(C=CC=C1)Cl)OC N-(4-(2-(2-(((1r,4r)-4-aminocyclohexyl)amino)pyrimidin-5-yl)ethyl)-3-methoxyphenyl)-2-chlorobenzenesulfonamide